CN(CCOC=1C(=CC(=NC1)C(=O)NC1=CC(=C(C=C1)C)NC1=NC=CC=C1C1=C2N=CN(C2=NC=N1)C1OCCCC1)C(F)(F)F)C 5-(2-(dimethylamino)ethoxy)-N-(4-methyl-3-(3-(9-(tetrahydro-2H-pyran-2-yl)-9H-purin-6-yl)pyridin-2-ylamino)phenyl)-4-(trifluoromethyl)picolinamide